(1-methyl-1H-imidazol-5-yl)phenol CN1C=NC=C1C1=C(C=CC=C1)O